CN(CCN(C1=C(C=C(C(=C1)OC)NC1=NC=NC(=C1)N1OCC[C@@H]1C1=CC(=CC=C1)C=1C=NC(=C(C1)F)C)NC(C=C)=O)C)C (R)-N-(2-((2-(dimethylamino)ethyl)(methyl)amino)-5-((6-(3-(3-(5-fluoro-6-methylpyridin-3-yl)phenyl)isoxazolidin-2-yl)pyrimidin-4-yl)amino)-4-methoxyphenyl)acrylamide